[Si](C1=CC=CC=C1)(C1=CC=CC=C1)(C(C)(C)C)OC1CC(C1)C=O 3-[(tert-butyldiphenylsilyl)oxy]cyclobutane-1-carbaldehyde